tripropyltin azide C(CC)[Sn](CCC)(CCC)N=[N+]=[N-]